COC=1C=CC=2N(C3=CC=C(C=C3C2C1)OC)C(=O)OC=1C=NC=CC1 3-pyridyl 3,6-dimethoxy-9H-carbazole-9-carboxylate